5-[3-(4-chlorophenyl)-5-(2-hydroxy-2-methyl-propoxy)-7-[4-(trifluoromethylsulfonyl)piperazin-1-yl]pyrazolo[1,5-a]pyrimidin-2-yl]pyridine-2-carbonitrile ClC1=CC=C(C=C1)C=1C(=NN2C1N=C(C=C2N2CCN(CC2)S(=O)(=O)C(F)(F)F)OCC(C)(C)O)C=2C=CC(=NC2)C#N